ClC1=CC(=C(C=C1)N1CCC(CC1)N1C(N(CC1)S(=O)(=O)C1=C(C=CC=C1)S(=O)(=O)N(C)C)=O)F ((3-(1-(4-chloro-2-fluorophenyl)piperidin-4-yl)-2-oxoimidazolidin-1-yl)sulfonyl)-N,N-dimethylbenzenesulfonamide